CC(CCCCCCC(=O)O)(C)C 8,8-dimethylnonanoic acid